CC1=NC2=CC=CC(=C2C(N1C1C(NC(CC1)=O)=O)=O)CCCCCN1CCN(CC1)C 3-(2-methyl-5-(5-(4-methylpiperazin-1-yl)pentyl)-4-oxoquinazolin-3(4H)-yl)piperidine-2,6-dione